NC=1N=C(C2=C(N1)N(C=C2)[C@@H]2O[C@@H]([C@H]([C@H]2O)O)CO)NO (2R,3R,4S,5R)-2-(2-amino-4-(hydroxyamino)-7H-pyrrolo[2,3-d]pyrimidin-7-yl)-5-(hydroxymethyl)tetrahydrofuran-3,4-diol